O=C1NC(CCC1N1C(C2=CC=CC(=C2CC1=O)NCCCOC1=CC=C(C=C1)C(C)(C)C1=CC=C(OCC=2OC=C(N2)C(=O)N)C=C1)=O)=O 2-((4-(2-(4-(3-((2-(2,6-dioxopiperidin-3-yl)-1,3-dioxoisoquinoline-5-yl)amino)propoxy)phenyl)propan-2-yl)phenoxy)methyl)oxazole-4-carboxamide